O1N=NC=B1 1,2,3,5-oxadiazaborole